tert-butyl 4-(aminomethyl)-2-azabicyclo[2.1.1]hexane-2-carboxylate nickel [Ni].NCC12CN(C(C1)C2)C(=O)OC(C)(C)C